[Si](C)(C)(C(C)(C)C)O[C@H](C(F)(F)F)C=1C(=C2C(=NN(C2=CC1)C)NC1=CC(=NC=C1C(=O)NC)NC(=O)C1CC1)OC (S)-4-((5-(1-((tert-butyldimethylsilyl)oxy)-2,2,2-trifluoroethyl)-4-methoxy-1-methyl-1H-indazol-3-yl)amino)-6-(cyclopropanecarboxamido)-N-methylnicotinamide